FC(CN1N=NC(=C1)C(=O)NCC1=NC=CC(=C1)C(F)(F)F)CCN1N=NC(=C1)C(NCC1OCCCC1)=O 1-(2-fluoro-4-{4-[(oxan-2-ylmethyl)carbamoyl]-1H-1,2,3-triazol-1-yl}butyl)-N-{[4-(trifluoromethyl)pyridin-2-yl]methyl}-1H-1,2,3-triazole-4-carboxamide